N1(C=NC2=C1C=CC=C2)CC=2OC1=CC=C(C=C1C(C2C2=CC=CC=C2)=O)Br 2-[(1H-Benzo[d]imidazol-1-yl)methyl]-6-bromo-3-phenyl-4H-chromen-4-one